O[C@@]1([C@]2(C)[C@@H](CC1)[C@@H]1CCC3=CC(CCC3=C1[C@H](C2)C2=CC1=C(C=C2)OCO1)=NNC(NC1=CC=CC=C1)=S)C#CC (2EZ)-2-{(11β,17β)-17-hydroxy-11-[3,4-(methylenedioxy)phenyl]-17-(1-propyn-1-yl)estra-4,9-dien-3-ylidene}-N-phenylhydrazinecarbothioamide